BrC1=CC(=C(C=C1F)CC(=O)N)[N+](=O)[O-] 2-(4-bromo-5-fluoro-2-nitro-phenyl)acetamide